tert-Butyl 4-(6-(6-(1-butoxyvinyl)-8-cyclopentyl-7,8-dihydro-5-methyl-7-oxopyrido[2,3-d]pyrimidin-2-ylamino)pyridin-3-yl)piperazine-1-carboxylate C(CCC)OC(=C)C1=C(C2=C(N=C(N=C2)NC2=CC=C(C=N2)N2CCN(CC2)C(=O)OC(C)(C)C)N(C1=O)C1CCCC1)C